(±)-5-methoxy-4-(((trans)-2-(4-(methoxycarbonyl)phenyl)-4-(oxetan-3-ylamino)piperidin-1-yl)methyl)-7-methyl-1H-indole-1-carboxylic acid tert-butyl ester C(C)(C)(C)OC(=O)N1C=CC2=C(C(=CC(=C12)C)OC)CN1[C@H](C[C@@H](CC1)NC1COC1)C1=CC=C(C=C1)C(=O)OC |r|